tert-butyl 3-(4-((3-hydroxy-3-methylazetidin-1-yl)methyl)-3,5-dimethylphenyl)azetidine-1-carboxylate OC1(CN(C1)CC1=C(C=C(C=C1C)C1CN(C1)C(=O)OC(C)(C)C)C)C